(2R,3R)-2-(3,5-dihydroxy-4-(propionyloxy)phenyl)-5,7-dihydroxychroman-3-yl 3,4,5-trihydroxybenzoate OC=1C=C(C(=O)O[C@H]2[C@H](OC3=CC(=CC(=C3C2)O)O)C2=CC(=C(C(=C2)O)OC(CC)=O)O)C=C(C1O)O